CC1=NC2=C(N1)C=C(C=C2)N2C(OC[C@@H]2C2=CC=CC=C2)=O (S)-3-(2-methyl-1H-benzo[d]imidazol-6-yl)-4-phenyloxazolidin-2-one